OC1=CC2=C(CC(C(O2)=O)=O)C=C1 7-hydroxy-2-oxo-2H-benzopyran-3-one